C(C)(C)(C)OC(=O)N1C(N([C@@H](C1)C(N(C)C1=C(C(=C(C=C1)F)Cl)F)=O)C1=CC(=C2C(=N1)C(CC2)O)C(F)(F)F)=O (4S)-4-((3-chloro-2,4-difluorophenyl)(methyl)carbamoyl)-3-(7-hydroxy-4-(trifluoromethyl)-6,7-dihydro-5H-cyclopenta[b]pyridin-2-yl)-2-oxoimidazolidine-1-carboxylic acid tert-butyl ester